ClC1=CC=2C3=C(C(=NC2C(=C1C1=C2C=NNC2=CC(=C1C)C)F)OC[C@H]1N(CCC1)C)C=CN3[C@@H]3C[C@H](NCC3)CC#N ((2S,4S)-4-(8-chloro-7-(5,6-dimethyl-1H-indazol-4-yl)-6-fluoro-4-(((S)-1-methylpyrrolidin-2-yl)methoxy)-1H-pyrrolo[3,2-c]quinolin-1-yl)piperidin-2-yl)acetonitrile